2,6-dimethylphenyl isothiocyanate CC1=C(C(=CC=C1)C)N=C=S